1-(Methylimino)-1,2,3,5-tetrahydro-4H-1λ4-benzo[f][1,4]thiazepine CN=S1CCNCC2=C1C=CC=C2